1-(5-(benzofuran-5-ylsulfonyl)-3,4,5,6-tetrahydropyrrolo[3,4-c]pyrrol-2(1H)-yl)-3-hydroxy-2,2-dimethylpropan-1-one O1C=CC2=C1C=CC(=C2)S(=O)(=O)N2CC1=C(C2)CN(C1)C(C(CO)(C)C)=O